CC(=CO)CCC 2-Methyl-1-penten-1-ol